sodium N-(2-carboxyethyl)-N-(2-ethylhexyl)-β-alanine C(=O)(O)CCN(CCC(=O)O)CC(CCCC)CC.[Na]